C1(CC1)C1=C(CN2C(N([C@@H](C=3C2=NNC3)C)C3CCN(CC3)C=3C(=NC=CC3C(F)F)OC)=O)C=CC=C1 (R)-7-(2-cyclopropyl-benzyl)-5-(4'-difluoromethyl-2'-methoxy-3,4,5,6-tetrahydro-2H-[1,3']bipyridinyl-4-yl)-4-methyl-2,4,5,7-tetrahydro-pyrazolo[3,4-d]pyrimidin-6-one